C1(CC1)NC1=CC=NC=C1C#N 4-(cyclopropylamino)nicotinonitrile